C12N(CC(C1)C2)C2=NC(=NC=1N3CCOC(C3=NC21)(C)C)C=2C=C(C(=NC2)N)OC(C)C 5-[1-(2-Aza-bicyclo[2.1.1]hex-2-yl)-8,8-dimethyl-5,6-dihydro-8H-7-oxa-2,4,4b,9-tetraaza-fluoren-3-yl]-3-isopropoxy-pyridin-2-ylamine